(+-)-2,6-DIMETHYL-7-OCTEN-4-ONE CC(C)CC(C[C@H](C=C)C)=O |r|